D-Fuconat O=C([C@H](O)[C@@H](O)[C@@H](O)[C@H](O)C)[O-]